1-[[4-[5-(trifluoromethyl)-1,2,4-oxadiazol-3-yl]phenyl]methyl]-1H-pyrazole-4-carboxylic acid methyl ester COC(=O)C=1C=NN(C1)CC1=CC=C(C=C1)C1=NOC(=N1)C(F)(F)F